tert-butyl 3-oxo-2,6-diazaspiro[4.5]decane-6-carboxylate O=C1NCC2(C1)N(CCCC2)C(=O)OC(C)(C)C